4-(7-methyl-4-{[(thiophen-2-yl)methyl]amino}thieno[3,2-c]pyridazin-6-yl)butan-2-one CC1=C(SC2=C1N=NC=C2NCC=2SC=CC2)CCC(C)=O